(2-(6-(2-ethyl-4-hydroxyphenyl)-1H-indazol-3-yl)pyrrolo[3,4-d]imidazol-5(1H,4H,6H)-yl)(5-(4-methylpiperazin-1-yl)pyrazin-2-yl)methanone C(C)C1=C(C=CC(=C1)O)C1=CC=C2C(=NNC2=C1)C1=NC2=C(N1)CN(C2)C(=O)C2=NC=C(N=C2)N2CCN(CC2)C